2-((4-(6-((4-Chlorobenzofuran-7-yl)methoxy)pyridin-2-yl)piperidin-1-yl)methyl)-4-(difluoromethoxy)-1-methyl-1H-benzo[d]imidazole-6-carboxylic acid ClC1=CC=C(C2=C1C=CO2)COC2=CC=CC(=N2)C2CCN(CC2)CC2=NC1=C(N2C)C=C(C=C1OC(F)F)C(=O)O